7-(2-methylpropyl)-2-(methylsulfanyl)imidazo[4,3-f][1,2,4]triazine CC(CC1=NC=C2C=NC(=NN21)SC)C